2-(thiophen-3-yl)ethanol S1C=C(C=C1)CCO